C(C)(C)(C)OC(=O)N1CCC(CC1)C1=CC=C(C=C1)B1OC(C(O1)(C)C)(C)C 4-[4-(4,4,5,5-tetramethyl-1,3,2-dioxaborolan-2-yl)phenyl]Piperidine-1-carboxylic acid tert-butyl ester